2-((2-chloro-5-methylpyrimidin-4-yl)amino)cyclohexanecarbonitrile ClC1=NC=C(C(=N1)NC1C(CCCC1)C#N)C